tert-Butyl 3-[8-(hydroxycarbamoyl)-2,3,4,5-tetrahydro-1,4-benzoxazepine-4-carbonyl]-3H-spiro[2-benzofuran-1,4'-piperidine]-1'-carboxylate ONC(=O)C1=CC2=C(CN(CCO2)C(=O)C2OC3(CCN(CC3)C(=O)OC(C)(C)C)C3=C2C=CC=C3)C=C1